4-(1-aminocyclopropyl)-2-fluoro-benzoic acid methyl ester COC(C1=C(C=C(C=C1)C1(CC1)N)F)=O